C(C)OC[C@@H]1[C@H](CN(CCO1)C(=O)OCC1=CC=CC=C1)O benzyl (6S,7R)-7-(ethoxymethyl)-6-hydroxy-1,4-oxazepane-4-carboxylate